CC1(C(=O)N)C(C(=O)NC=2SC(=CN2)[N+](=O)[O-])C=CC=C1 1-Methyl-N2-(5-nitrothiazol-2-yl)phthalamide